benzyl tert-butyl butanedioate C(CCC(=O)OC(C)(C)C)(=O)OCC1=CC=CC=C1